C1(CC1)C1(C(=CNN1C=1C=2C3=C(C(NC3=CC1)=O)C=CC2)C(=O)N)C(F)(F)F 5-cyclopropyl-1-(2-oxo-1,2-dihydrobenzo[cd]indol-6-yl)-5-(trifluoromethyl)-1H-pyrazole-4-carboxamide